NCCCC(=O)NC=1C=C2C(=C(NC2=CC1)C1=CC(=C(C=C1)OC)OC)C(C)C 4-amino-N-(2-(3,4-dimethoxyphenyl)-3-isopropyl-1H-indol-5-yl)butyramide